C1(CC1)N1N=CC(=C1)NC(=O)C=1N=C(SC1)C=1C=NNC1 N-(1-cyclopropyl-1H-pyrazol-4-yl)-2-(1H-pyrazol-4-yl)-1,3-thiazole-4-carboxamide